C1(CCCC1)OC1=CC(=CC2=C1C(N1[C@@H](CO2)C[C@@H](C1)OC1=NC=C2CCC(NC2=C1)=O)=O)C (2S,11aR)-6-(Cyclopentyloxy)-8-methyl-2-((2-oxo-1,2,3,4-tetrahydro-1,6-naphthyridin-7-yl)oxy)-2,3,11,11a-tetrahydro-1H,5H-benzo[f]pyrrolo[2,1-c][1,4]oxazepin-5-one